FC(COP(=O)([O-])[O-])(F)F Trifluoroethylphosphate